[N+](=O)([O-])C1=CC=C2CCN(C2=C1)C(CN1CCCC1)=O 1-(6-nitroindolin-1-yl)-2-(pyrrolidin-1-yl)ethanone